(1-cyclopropyl-1,2,3,4-tetrahydroquinolin-8-yl)-3-(dimethylamino)pyridine-2-sulfonamide C1(CC1)N1CCCC2=CC=CC(=C12)C1=C(C(=NC=C1)S(=O)(=O)N)N(C)C